CN=C[C@H](O)[C@@H](O)[C@H](O)[C@H](O)CO N-methyl-glucose imine